3-(4-(chloromethyl)phenyl)oxetan-3-ol ClCC1=CC=C(C=C1)C1(COC1)O